ClC1=C(C2=C(SC3=C2N=CN=C3NCC3=CC=C(C=C3)CN3CCOCC3)N=C1C)C 8-chloro-7,9-dimethyl-N-[[4-(morpholinomethyl)phenyl]methyl]pyrido[3',2':4,5]thieno[3,2-d]pyrimidin-4-amine